C(=CCC)ON1P(=NPNP1(F)(F)F)(F)F 3-butenyloxypentafluoro-cyclotriphosphazene